ClC1=C(OC2=CC(=C(C(=C2)C)N2C(C=CC2=O)=O)C)C=CC(=C1)Cl 1-(4-(2,4-dichlorophenoxy)-2,6-dimethylphenyl)-1H-pyrrole-2,5-dione